fluoro-β-L-arabinose F[C@@]1(O)[C@H](O)[C@@H](O)[C@@H](O)CO1